FC1(CC2(C1)CN(CC2)C2=NC=CC1=C2N=C(N=C1)NC1CCN(CC1)S(=O)(=O)C)F 8-(2,2-difluoro-6-azaspiro[3.4]oct-6-yl)-N-(1-(methylsulfonyl)piperidin-4-yl)pyrido[3,4-d]pyrimidin-2-amine